N[C@H](C)C(=O)N[C@H](C)C(=O)O D-Alanyl-D-alanine